N,N-diisopropylcarbamic acid C(C)(C)N(C(O)=O)C(C)C